3-(trifluoromethyl)-1H-indazole-5-carboxylic acid FC(C1=NNC2=CC=C(C=C12)C(=O)O)(F)F